FC(C(=O)O)(F)F.NC1CCN(CC1)C1=CC(=C2C(=N1)C(=CS2)C(=O)NC)C(F)(F)F 5-(4-Aminopiperidin-1-yl)-N-methyl-7-(trifluoromethyl)thieno[3,2-b]pyridine-3-carboxamide trifluoroacetate salt